pentane diammonium hydroxide [OH-].[NH4+].[NH4+].CCCCC.[OH-]